4-(2-fluoroacetyl)benzoic acid FCC(=O)C1=CC=C(C(=O)O)C=C1